Ethyl 10-((tert-butyldiphenylsilyl)oxy)-3-methyldecanoate [Si](C1=CC=CC=C1)(C1=CC=CC=C1)(C(C)(C)C)OCCCCCCCC(CC(=O)OCC)C